2-(4-((6,7-dimethoxyquinolin-4-yl)oxy)-2-hydroxyphenyl)-2-oxoacetic acid COC=1C=C2C(=CC=NC2=CC1OC)OC1=CC(=C(C=C1)C(C(=O)O)=O)O